CC=1N=C2N(N=C(C=C2C)C2=CC3=CN(N=C3C(=C2)F)C2C(CN(CC2)C(=O)OC(C)(C)C)F)C1 tert-butyl 4-[5-(2,8-dimethylimidazo[1,2-b]pyridazin-6-yl)-7-fluoro-indazol-2-yl]-3-fluoro-piperidine-1-carboxylate